CN1CC(CCC1)CN(C(CCCCCCCCC(=O)OCC(CCCCCC)CCCC)CCCCCCCCC(=O)OCC(CCCCCC)CCCC)S(=O)(=O)CCCCCCCC bis(2-butyloctyl) 10-[(1-methyl-3-piperidyl)methyl-octylsulfonyl-amino]nonadecanedioate